FC1=C(C=CC(=C1)F)[C@H](C)NC(C(F)(F)C=1C(NC2=CC=NC(=C2C1C)C)=O)=O N-[(1S)-1-(2,4-Difluorophenyl)ethyl]-2-(4,5-dimethyl-2-oxo-1H-1,6-naphthyridin-3-yl)-2,2-difluoroacetamide